(R)-7-((6-((dimethylamino)-methyl)-5-(tetrahydrofuran-3-yl)pyridin-2-yl)amino)-4-(6-methylpyrazolo-[1,5-a]pyridin-3-yl)isoindolin-1-one CN(C)CC1=C(C=CC(=N1)NC=1C=CC(=C2CNC(C12)=O)C=1C=NN2C1C=CC(=C2)C)[C@@H]2COCC2